C(C)(C)(C)C=1C=CC=2N(C3=CC=C(C=C3C2C1)C(C)(C)C)C1C=C(C#N)C(=C(C1(C#N)N1C2=CC=C(C=C2C=2C=C(C=CC12)C(C)(C)C)C(C)(C)C)N1C2=CC=C(C=C2C=2C=C(C=CC12)C(C)(C)C)C(C)(C)C)N1C2=CC=C(C=C2C=2C=C(C=CC12)C(C)(C)C)C(C)(C)C 3,4,5,6-tetrakis(3,6-Di-tert-butyl-9-carbazolyl)-terephthalonitrile